O1CC2(CCC1)OCC1=C2N=C(N=C1)C(=O)O 2',4',5',6'-tetrahydro-5H-spiro[furo[3,4-d]pyrimidine-7,3'-pyran]-2-carboxylic acid